7-amino-4-(4-chlorophenyl)-2-cyclopropyl-6-(6-fluoropyridin-3-yl)thieno[3,2-b]pyridin-5(4H)-one NC=1C2=C(N(C(C1C=1C=NC(=CC1)F)=O)C1=CC=C(C=C1)Cl)C=C(S2)C2CC2